2-((6aR,8R)-6a-(difluoromethyl)-8-((3,6-dimethyl-5-vinylpyridin-2-yl)oxy)-5,6,6a,7,8,9-hexahydropyrrolo[1',2':4,5]pyrazino[2,3-c]pyridazin-2-yl)-6-fluorophenol FC([C@]12N(C=3C(=NN=C(C3)C3=C(C(=CC=C3)F)O)NC1)C[C@@H](C2)OC2=NC(=C(C=C2C)C=C)C)F